5,10,15,20-tetrahydroxyphenyl-21H,23H-porphyrin OC=1C=CC=C(C1)C1=C2NC(=C1)C=C1C=CC(=N1)C(=C1C=CC(N1)=C(C=1C=CC(N1)=C2O)O)O